5-fluoro-4-[8-fluoro-2-{[(2R,7aS)-2-fluorotetrahydro-1H-pyrrolizin-7a(5H)-yl]methoxy}-4-(piperidin-1-yl)pyrido[4,3-d]pyrimidin-7-yl]naphthalen-2-ol FC1=C2C(=CC(=CC2=CC=C1)O)C1=C(C=2N=C(N=C(C2C=N1)N1CCCCC1)OC[C@]12CCCN2C[C@@H](C1)F)F